((6-Methoxypyrimidin-4-yl)Methyl)Ethanamine COC1=CC(=NC=N1)CC(C)N